C(\C=C/C(=O)O)(=O)O.ClC1=CC2=C(CCC3=C(N2CCCCNC/C=C/C(=O)OCC)N(N=C3)C)C=C1 Ethyl (E)-4-{[4-(8-chloro-1-methyl-4,5-dihydropyrazolo-[3,4-b][1]-benzazepin-10(1H)-yl)butyl]amino}but-2-enoate maleate